C(C)OC=1C=C(C=2N(C1)N=C1C2C=NN1)C=1C=CC(=NC1)N1CC2(C1)CCN(CC2)NC(C2=C(C=CC=C2F)Cl)=O N-(2-(5-(6-ethoxy-1H-pyrazolo[3',4':3,4]pyrazolo[1,5-a]pyridin-4-yl)pyridin-2-yl)-2,7-diazaspiro[3.5]nonan-7-yl)-2-chloro-6-fluorobenzamide